butyl acetate (n-butyl acetate) C(CCC)CC(=O)O.C(C)(=O)OCCCC